CC1=C(C(=O)NC2=CC(=NC=C2)C(F)(F)F)C=CN=C1C1=C2C=CNC(C2=CC=C1)=O 3-methyl-2-(1-oxo-1,2-dihydroisoquinolin-5-yl)-N-(2-(trifluoromethyl)pyridin-4-yl)isonicotinamide